8-[1-(2,2-difluoroethyl)-1H-pyrazolo[3,4-b]pyrazin-6-yl]-2-{[5-(trifluoromethyl)pyridin-3-yl]methyl}-2,8-diazaspiro[4.5]decan-1-one FC(CN1N=CC=2C1=NC(=CN2)N2CCC1(CCN(C1=O)CC=1C=NC=C(C1)C(F)(F)F)CC2)F